ethyl 3-(4-(sec-butoxy)phenyl)but-2-enoate C(C)(CC)OC1=CC=C(C=C1)C(=CC(=O)OCC)C